C(C)(=O)O[C@@H]1COCC[C@H]1NC1=NN2C(C=N1)=C(C(=C2C2CC(CC2)F)C#N)F (3S,4R)-4-((6-cyano-5-fluoro-7-(3-fluorocyclopentyl)pyrrolo[2,1-f][1,2,4]triazin-2-yl)amino)tetrahydro-2H-pyran-3-yl acetate